4-amino-1,2,4-triazole-HCl Cl.NN1C=NN=C1